cyclopentanecarboxylic acid ((2S,3R,4R)-4-(4-(tert-butyl)benzyl)-2-(3,4-dimethoxyphenyl)tetrahydrofuran-3-yl)methyl ester C(C)(C)(C)C1=CC=C(C[C@@H]2[C@@H]([C@H](OC2)C2=CC(=C(C=C2)OC)OC)COC(=O)C2CCCC2)C=C1